methyl N,N-dihydroxyethyl-3-aminopropionate ON(CC(C(=O)OC)CC)O